2-((3-chlorophenyl)amino)-N-(9-(pyridin-2-yl)-6-oxaspiro[4.5]decan-9-yl)acetamide hydrochloride Cl.ClC=1C=C(C=CC1)NCC(=O)NC1(CCOC2(CCCC2)C1)C1=NC=CC=C1